methyl 2-(5-fluoro-1-oxo-spiro[3H-isoquinoline-4,1'-cyclopropane]-2-yl)acetate FC1=C2C(=CC=C1)C(N(CC21CC1)CC(=O)OC)=O